C(C)(=O)O[C@H](\C=C\C1=CC=CC=C1)C1=CC=CC=C1 |r| (±)-(trans)-1,3-diphenylallyl acetate